C(CCCCCCCCCCC\C=C/CCCCCCCC)O[C@H](CO)COP(=O)(O)OCCN 2-erucyl-sn-glycero-3-phosphoethanolamine